BrC=1N=C(C(=NC1)N)OC=1C=NN(C1)C(C)C 5-bromo-3-((1-isopropyl-1H-pyrazol-4-yl)oxy)pyrazin-2-amine